C(C)(C)(C)P(C1=C(C=CC=C1)C1=C(C=CC=C1)C)C(C)(C)C 2-Di-tert-butylphosphino-2'-methylbiphenyl